ClC=1C=C2CCC[C@]3(COC4=CC=C5C(NS(CCCCCS([C@@H]6CC[C@H]6CN(C3)C4=C5)(=O)=O)(=O)=O)=O)C2=CC1 (1S,3'S,6'R)-6-CHLORO-3,4-DIHYDRO-2H,15'H-SPIRO[NAPHTHALENE-1,22'-[20]OXA[7,13]DITHIA[1,14]DIAZATETRACYCLO[14.7.2.03,6.019,24]PENTACOSA[16,18,24]TRIEN]-15'-ONE 7',7',13',13'-TETRAOXIDE